6-methyleneinden-1-formaldoxime C=C1C=CC2=CC=C(C2=C1)C=NO